3-N-butylpyridine CCCCC1=CN=CC=C1